O1C(CCCC1)N1N=C(C=2C1=NC(=CN2)N2CC1C(C1CC2)(C2=CSC=C2)CN2C(C1=CC=CC=C1C2=O)=O)C=2C(=NC=CC2)C(F)(F)F 2-((3-(1-(tetrahydro-2H-pyran-2-yl)-3-(2-(trifluoromethyl)pyridin-3-yl)-1H-pyrazolo[3,4-b]pyrazin-6-yl)-7-(thiophen-3-yl)-3-azabicyclo[4.1.0]heptan-7-yl)methyl)isoindoline-1,3-dione